FC1=C(C(=C(C(=C1C1=C(C(=C(C(=C1F)F)F)N)N)F)F)F)F octafluoro-biphenyldiamine